C(C)(=O)OCCCCCCCCCC\C=C/C=C (11Z)-11,13-tetradecadien-1-yl acetate